2-((1R,2R)-1-(2-chlorophenyl)-1-(4-(trifluoromethyl)-1H-pyrazol-1-yl)propan-2-yl)-5-hydroxy-N-(isoxazol-4-yl)-1-methyl-6-oxo-1,6-dihydropyrimidine-4-carboxamide ClC1=C(C=CC=C1)[C@@H]([C@@H](C)C=1N(C(C(=C(N1)C(=O)NC=1C=NOC1)O)=O)C)N1N=CC(=C1)C(F)(F)F